ClC=1C(N(N=CC1N1C([C@H](CC1)C1=NC=NC(=C1)Cl)O)C1OCCCC1)=O 4-chloro-5-[(3R)-3-(6-chloropyrimidin-4-yl)hydroxypyrrolidin-1-yl]-2-tetrahydropyran-2-yl-pyridazin-3-one